5-(5-(2-(3,3-difluoropiperidin-1-yl)ethyl)-3-isopropyl-1H-indol-2-yl)-1,3-dimethylpyridin-2(1H)-one FC1(CN(CCC1)CCC=1C=C2C(=C(NC2=CC1)C=1C=C(C(N(C1)C)=O)C)C(C)C)F